OCCCC1=CC=C(C=C1)C1C(NC(CC1)=O)=O 3-[4-(3-hydroxypropyl)phenyl]piperidine-2,6-dione